FC1=C(C(=CC2=C1N=CS2)F)NC2=C1C(=NC=C2)SC(=C1)[C@H]1[C@@H](NCCCC1)C 4,6-Difluoro-N-(2-((2S,3R)-2-methylazepan-3-yl)thieno[2,3-b]pyridin-4-yl)benzo[d]thiazol-5-amine